ClC1=C(CN2N=CC(=C2)NC(=O)C2=CN=C(S2)C=2OC=CC2)C(=CC=C1)Cl N-(1-(2,6-dichlorobenzyl)-1H-pyrazol-4-yl)-2-(furan-2-yl)thiazole-5-carboxamide